ClC1=C(OC2=CC=3C=4C5=C(C(=CC4C(C3C=C2)(C)C)N(C2=CC=CC=C2)C2=CC=CC=C2)C=CC=C5)C=CC=C1N(C1=CC=CC=C1)C1=CC=CC=C1 10-(2-chloro-3-(diphenylamino)phenoxy)-7,7-dimethyl-N,N-diphenyl-7H-benzo[c]fluoren-5-amine